C1(CC1)N1C(=NC(=C1)C(F)(F)F)C1=CC=C(C=C1)CN1C(C(=CC2=C1N=C(N=C2)C=2C(=NC=NC2OC)C2CC2)C=2C=NC=C(C2)F)=O 8-({4-[1-cyclopropyl-4-(trifluoromethyl)imidazol-2-yl]phenyl}methyl)-2-(4-cyclopropyl-6-methoxypyrimidin-5-yl)-6-(5-fluoropyridin-3-yl)pyrido[2,3-d]pyrimidin-7-one